N-(4-{2-[3-(hydroxymethyl)-4-methylpiperazinyl]-2-oxoethyl}phenyl){[(4-methoxyphenyl)methyl]amino}carboxamide OCC1CN(CCN1C)C(CC1=CC=C(C=C1)NC(=O)NCC1=CC=C(C=C1)OC)=O